C[C@@H]1CN(C[C@H](C1)C)C=1C=C(N)C=CC1C1=NC=C2N1CCNC2 trans-3-(3,5-dimethylpiperidin-1-yl)-4-(5,6,7,8-tetrahydroimidazo[1,5-a]pyrazin-3-yl)aniline